(R)-5-methyl-N-(1-(6-oxo-5-(trifluoromethyl)-1,6-dihydropyridin-3-yl)ethoxy)-1-(5-(trifluoromethyl)pyrimidin-2-yl)-1,2,3,6-tetrahydropyridine-4-carboxamide CC1=C(CCN(C1)C1=NC=C(C=N1)C(F)(F)F)C(=O)NO[C@H](C)C1=CNC(C(=C1)C(F)(F)F)=O